The molecule is an oxo dicarboxylate. It derives from an adipate(2-). It is a conjugate base of a L-2-aminoadipate(1-) and a L-2-aminoadipic acid. C(C[C@@H](C(=O)[O-])N)CC(=O)[O-]